2-bromo-1-nitro-3-vinyl-benzene BrC1=C(C=CC=C1C=C)[N+](=O)[O-]